ClC1=C(NC(CC(=O)C)=O)C=CC(=C1)C 2'-chloro-4'-methylacetoacetanilide